(5-(pyridin-3-yl)-4,5-dihydro-1H-pyrazol-1-yl)methanone N1=CC(=CC=C1)C1CC=NN1C=O